(3S,4R)-4-((6-chloro-7-(1-(2,2-difluoroethyl)piperidin-4-yl)-5-fluoropyrrolo[2,1-f][1,2,4]triazin-2-yl)amino)tetrahydro-2H-pyran-3-ol ClC=1C(=C2C=NC(=NN2C1C1CCN(CC1)CC(F)F)N[C@H]1[C@@H](COCC1)O)F